C[Si](OCC1=C(C=CC=C1)[N+](=O)[O-])(OCC1=C(C=CC=C1)[N+](=O)[O-])C dimethyl-di-(o-nitrobenzyloxy)silane